2-(2-((3R,4R)-3-Amino-4-fluoropiperidin-1-yl)-6-fluoro-1H-benzo[d]imidazol-1-yl)-1-(2-methylazetidin-1-yl)ethan-1-on N[C@@H]1CN(CC[C@H]1F)C1=NC2=C(N1CC(=O)N1C(CC1)C)C=C(C=C2)F